2-naphthyl alcohol C1=C(C=CC2=CC=CC=C12)O